2-formyl-3,6-diethoxypyridine-4-one C(=O)C1=NC(=CC(C1OCC)=O)OCC